4-((1-(quinoxalin-6-yl)-1H-indol-4-yl)methyl)morpholine N1=CC=NC2=CC(=CC=C12)N1C=CC2=C(C=CC=C12)CN1CCOCC1